NCC(NCC(N[C@H](C(NCC(NCOC12CC(C1)(C2)C(=O)O)=O)=O)CC2=CC=CC=C2)=O)=O (S)-3-((13-amino-7-benzyl-3,6,9,12-tetraoxo-2,5,8,11-tetraazatridecyl)oxy)bicyclo[1.1.1]pentane-1-carboxylic acid